N1N=NC(=C1)C1CN(CC1)C1=NN=C(O1)C=1C=NC(=NC1)NC1CC2=CC=C(C=C2C1)Cl 5-(5-(3-(1H-1,2,3-triazol-4-yl)pyrrolidin-1-yl)-1,3,4-oxadiazol-2-yl)-N-(5-chloro-2,3-dihydro-1H-inden-2-yl)pyrimidin-2-amine